5-(3-isopropyl-5-(1-methylpiperidin-4-yl)-1H-indol-2-yl)-1,3-dimethylpyridin-2(1H)-one C(C)(C)C1=C(NC2=CC=C(C=C12)C1CCN(CC1)C)C=1C=C(C(N(C1)C)=O)C